(propane-1,3-diyl)diacrylamide 3-(2-(pyrrolidin-1-yl)ethyl)-1H-indol-7-yl-propionate N1(CCCC1)CCC1=CNC2=C(C=CC=C12)OC(CC)=O.C(CCC=CC(=O)N)C=CC(=O)N